N(=[N+]=[N-])CCCCCC(=O)N[C@H](C(=O)N[C@H](C(=O)NC1=CC=C(C=C1)CO)C)C(C)C 6-azido-N-((S)-1-(((S)-1-((4-(hydroxymethyl)phenyl)amino)-1-oxopropan-2-yl)amino)-3-methyl-1-oxobutan-2-yl)hexanamide